C[C@@]1(CNCC1)CNC(OC(C)(C)C)=O tert-butyl (R)-((3-methylpyrrolidin-3-yl)methyl)carbamate